Cl.O=C1NC(CCC1NC(=O)C1=CC(=CC=2NC(=NC21)C)OCCC(=O)O)=O 3-({4-[(2,6-dioxopiperidin-3-yl)carbamoyl]-2-methyl-1H-1,3-benzodiazol-6-yl}oxy)propanoic acid hydrochloride